Methyl 3-[6-(5-Chloro-2-Fluorophenyl)-4-({2-[3-(4-Methylpiperazin-1-yl)Propanamido]Pyridin-4-yl}Amino)Pyridazin-3-yl]Propanoat ClC=1C=CC(=C(C1)C1=CC(=C(N=N1)CCC(=O)OC)NC1=CC(=NC=C1)NC(CCN1CCN(CC1)C)=O)F